O=C1NC(CCC1N1C(C2=CC=CC(=C2C1=O)OCCCCCC(=O)OC(C)(C)C)=O)=O tert-butyl 6-((2-(2,6-dioxopiperidin-3-yl)-1,3-dioxoisoindolin-4-yl)oxy)hexanoate